C(C)(C)(C)OC(=O)N[C@H]1C[C@H](CCC1)C(=O)NNC1=NC=C(C(=C1)C(=O)OC)Cl methyl 2-[2-[(1S,3R)-3-(tert-butoxycarbonylamino)cyclohexanecarbonyl] hydrazino]-5-chloro-pyridine-4-carboxylate